C(C)C1CN(CCN1)C1=CC=CC=2OCCOC21 5-(3-ethylpiperazin-1-yl)-2,3-dihydro-1,4-benzodioxine